CS(=O)(=O)[O-].C(CCCCCCC)[NH+]1CC(CC1)CC 1-Octyl-3-ethylpyrrolidinium methansulfonat